[Br-].COC(OC)[SiH2]CCCOC1=C(C=C(C=C1)O)[P+](CCCC)(CCCC)CCCC (2-[3-(dimethoxymethylsilyl)propoxy]-5-hydroxyphenyl)tri(n-butyl)phosphonium bromide